(2-(pyrrolidin-1-yl)ethoximino)-[2,3'-biindolinylidene]-2'-one hydrochloride Cl.N1(CCCC1)CCON=C1C(NC2=CC=CC=C12)=C1C(NC2=CC=CC=C12)=O